ClC1=C2CC([C@H](C2=CC(=C1)Cl)OC1=C(C=CC=C1)C)N(C)C 4-[[(1S,1S)-4,6-dichloro-2-(dimethylamino)-2,3-dihydro-1H-inden-1-yl]oxy]-3-methylbenzene